ClC1=NC2=CC=CC=C2C=C1CN1CCC(CC1)N1C2=C(N(C(C1=O)=O)C)C=CC(=N2)C 4-(1-((2-chloroquinolin-3-yl)methyl)piperidin-4-yl)-1,6-dimethyl-1,4-dihydropyrido[2,3-b]pyrazine-2,3-dione